(2S,3S)-2-((difluoromethoxy)methyl)-5-(2,4-difluorobenzeneYl)-3-methyl-3,4-dihydro-2H-pyrano[2,3-b]Pyridine-7-carboxylic acid ethyl ester C(C)OC(=O)C1=CC(=C2C(=N1)O[C@@H]([C@H](C2)C)COC(F)F)C2=C(C=C(C=C2)F)F